CC=1N=C2C(=NC(=NC2=NC1C)CCCCCCCCCCCC[N+](C)(C)[O-])C1CC(C1)C(F)(F)F 6,7-dimethyl-4-[3-(trifluoromethyl)cyclobutyl]Pteridinelauryl-dimethylamine N-oxide